ClC=1C=C(OC2CCC(CC2)NC(=O)C2=CN=C(N=N2)N2CCC(CC2)C=O)C=CC1C#N N-((1r,4r)-4-(3-chloro-4-cyanophenoxy)cyclohexyl)-3-(4-formylpiperidin-1-yl)-1,2,4-triazine-6-carboxamide